2-amino-N-((R)-1-cyclopropyl-2-hydroxyethyl)-5-(7-(methylsulfonamido)-1-oxo-2-((S)-1,1,1-trifluoropropan-2-yl)isoindolin-5-yl)pyrazolo[1,5-a]pyrimidine-3-carboxamide NC1=NN2C(N=C(C=C2)C=2C=C3CN(C(C3=C(C2)NS(=O)(=O)C)=O)[C@H](C(F)(F)F)C)=C1C(=O)N[C@@H](CO)C1CC1